(2R,3R,4R,5R)-2-(hydroxymethyl)-5-(1-methyl-1H-pyrazol-4-yl)tetrahydro-2H-pyran-3,4-diol OC[C@H]1OC[C@H]([C@H]([C@H]1O)O)C=1C=NN(C1)C